(S)-N-((R)-1-(2,2-difluoro-3-hydroxypropyl)pyrrolidin-3-yl)-4-(5-(5-fluoro-2-methoxypyridin-4-yl)-1H-pyrazole-3-carbonyl)-4-azaspiro[2.5]octane-7-carboxamide FC(CN1C[C@@H](CC1)NC(=O)[C@H]1CCN(C2(CC2)C1)C(=O)C1=NNC(=C1)C1=CC(=NC=C1F)OC)(CO)F